1H-benzo[d]imidazol-5-yl 4-fluorobenzoate FC1=CC=C(C(=O)OC2=CC3=C(NC=N3)C=C2)C=C1